Chlorohexadecafluoro-3-oxanonane-1-sulfonic acid ClC(C(C(C(C(C(OC(C(S(=O)(=O)O)(F)F)(F)F)(F)F)(F)F)(F)F)(F)F)(F)F)(F)F